C1(=CC=CC=C1)N1C2=CC=CC=C2B2C3=C1C=CC=C3N(C=3C=CC=CC23)C2=CC=CC=C2 5,9-diphenyl-13b-bora-9,13b-dihydro-5H-quino[2,3,4-kl]acridine